BrC=1C=CC(=C2C=C(NC12)C(=O)OC)OC methyl 7-bromo-4-methoxy-1H-indole-2-carboxylate